ClCCC1=CC=C(C=C1)C(C(=O)OC)(C)C methyl 2-(4-(2-chloroethyl) phenyl)-2-methylpropionate